BrC=1C(=C(C(=O)C2=CC=C(C=C2)OC)C=CC1)Cl bromo-2-chloro-4'-methoxybenzophenone